N=1C=CN2N=C(C=CC21)N2CCN(CC2)C(=O)NCCC2=CC(=CC=C2)OC 4-(imidazo[1,2-b]pyridazin-6-yl)-N-(3-methoxyphenethyl)piperazine-1-carboxamide